COC(=O)C1=CC=C(S1)B(O)O (5-(methoxycarbonyl)thiophen-2-yl)boronic acid